(2R)-oxetane-2-carboxylic acid methyl ester COC(=O)[C@@H]1OCC1